2-(2-aminophenyl)-N,N-diethylacetamide NC1=C(C=CC=C1)CC(=O)N(CC)CC